CC1=C(C=CC(=C1C=1C(=C2C(=NC1)NC(=N2)C=2C(=NC(=CC2)N2CCN(CC2)C)C)C)C)O 2,4-dimethyl-3-(7-methyl-2-(2-methyl-6-(4-methylpiperazin-1-yl)pyridin-3-yl)-3H-imidazo[4,5-b]pyridin-6-yl)phenol